tert-butyl 6-((5-bromo-2-nitrophenyl)amino)indoline-1-carboxylate BrC=1C=CC(=C(C1)NC1=CC=C2CCN(C2=C1)C(=O)OC(C)(C)C)[N+](=O)[O-]